[Ni].BrC(C(OC)Br)OC dibromo(1,2-dimethoxyethane) nickel